OC(COC(CCC(=O)CN)=O)C 2-hydroxypropyl-δ-aminolevulinate